OC(C(=O)[O-])C(C(C(C(=O)[O-])O)O)O 2,3,4,5-tetrahydroxyadipate